3-([4-(4-chlorophenyl)piperazin-1-yl]methyl)-1H-pyrrolo[2,3-b]pyridine ClC1=CC=C(C=C1)N1CCN(CC1)CC1=CNC2=NC=CC=C21